(R)-12-(5-(6-amino-2-fluoropyridin-3-yl)-1H-imidazol-2-yl)-7-chloro-8-fluoro-2-methyl-13,14-dihydro-2H-spiro[benzo[5,6]azocino[4,3-g]indolizine-3,1'-cyclopropane]-1,10(4H,12H)-dione NC1=CC=C(C(=N1)F)C1=CN=C(N1)C1CN2C([C@@H](C3(CC3)C2C2=C1C=1C(=C(C=NC2)Cl)C(=CC(C1)=O)F)C)=O